1-(5-(4-(2-(4-((1r,3r)-3-aminocyclobutoxy)phenyl)propan-2-yl)phenoxy)pyrimidine-2-yl)propan-1-ol NC1CC(C1)OC1=CC=C(C=C1)C(C)(C)C1=CC=C(OC=2C=NC(=NC2)C(CC)O)C=C1